tert-butyl (3S,4S)-4-(4-bromo-1H-indol-1-yl)-3-fluoropiperidine-1-carboxylate BrC1=C2C=CN(C2=CC=C1)[C@@H]1[C@H](CN(CC1)C(=O)OC(C)(C)C)F